C(C)OC(CCCCCC)=O.C(CCCCCCCCC)(=O)OCC ethyl decanoate ethyl-heptanoate